(S)-2-((1-(2-(3,3-difluoropiperidin-1-yl)-3,6-dimethyl-4-oxo-3,4-dihydroquinazolin-8-yl)ethyl)amino)benzoic acid FC1(CN(CCC1)C1=NC2=C(C=C(C=C2C(N1C)=O)C)[C@H](C)NC1=C(C(=O)O)C=CC=C1)F